BrC1=C(C(=C(C(=C1)Cl)[2H])C1=C(C(=C(C(=C1[2H])[2H])[2H])C1=C(C(=C(C(=C1[2H])[2H])[2H])[2H])[2H])[2H])[2H] 3-bromo-5-chloro-1,1':3',1''-terphenyl-2,2',2'',3'',4',4'',5',5'',6,6',6''-d11